COC1=CC=C(CN2C3(C=4C=NC=CC4C2)CNCC3)C=C1 2'-(4-methoxybenzyl)spiro[pyrrolidine-3,3'-pyrrolo[3,4-c]pyridine]